(2-oxoborn-3-yliden)methylbenzyl-acrylamide O=C1C2(CCC(C1=CC=C(C(=O)N)CC1=CC=CC=C1)C2(C)C)C